C([O-])([O-])=O.[Mg+2].[Al+3] ALUMINUM MAGNESIUM CARBONATE